ClC1=C(CC2=CN=C3C(=NC(=NN32)OC[C@H]3N(CCC3)C)N3C[C@@H](NCC3)CC#N)C(=CC=C1)F (S)-4-(7-(2-chloro-6-fluorobenzyl)-2-(((S)-1-methylpyrrolidin-2-yl)methoxy)imidazo[2,1-f][1,2,4]triazin-4-yl)piperazin-2-yl-acetonitrile